C1OCC12CN(C2)C=2C=CC(=NC2)N2C=C(C=C2C)C(=O)NC2=CC(=CC(=C2)NS(=O)(=O)C)Cl 1-(5-(2-oxa-6-azaspiro[3.3]heptan-6-yl)pyridin-2-yl)-N-(3-chloro-5-(methylsulfonamido)phenyl)-5-methyl-1H-pyrrole-3-carboxamide